5-Amino-N-(3-chloro-4-fluorophenyl)-3-(4-(3-methoxyphenyl)cyclopent-1-en-1-yl)-1-methyl-1H-pyrazole-4-carboxamide NC1=C(C(=NN1C)C1=CCC(C1)C1=CC(=CC=C1)OC)C(=O)NC1=CC(=C(C=C1)F)Cl